CC1=C(C=CC=C1)NC(=O)N1C=COC2=C1C=CC=C2 N-(2-methylphenyl)-1,4-benzoxazine-4-carboxamide